BrC1=C(C(=CC=C1)Br)S 2,6-dibromothiophenol